C1(CC1)NC(C(C)OC1=C(C=CC(=C1)C=O)OC)=O N-CYCLOPROPYL-2-(5-FORMYL-2-METHOXYPHENOXY)PROPANAMIDE